methyl 1-(5-bromo-3-pyridyl)-5-(hydroxymethyl)-6-oxo-pyridazine-3-carboxylate BrC=1C=C(C=NC1)N1N=C(C=C(C1=O)CO)C(=O)OC